NC1=C(C=C(C(=O)O)C=C1)C(=O)N1CCC(CC1)OC1=NC=C(C=C1)C1=CC=C(C=C1)N(C)C 4-amino-3-(4-((5-(4-(dimethylamino)phenyl)pyridin-2-yl)oxy)piperidine-1-carbonyl)benzoic acid